5-chloro-3-[3-(hydroxymethyl)pyrrolidin-1-yl]xanthen-9-one ClC1=C2OC=3C=C(C=CC3C(C2=CC=C1)=O)N1CC(CC1)CO